[Fe+2].[Ni+].[Co+] cobalt (i) nickel (i) iron